FC(C=1C(=CC2=CN(N=C2C1)C1CC(C1)CO)NC(=O)C1=NC(=CC=C1)C(F)(F)F)F N-[6-(difluoromethyl)-2-[3-(hydroxymethyl)cyclobutyl]indazol-5-yl]-6-(trifluoromethyl)pyridine-2-carboxamide